4-(4-fluorophenyl)-5-methyl-7-[(1R)-1-methyl-2-oxo-2-(1-piperidyl)ethoxy]chromen-2-one FC1=CC=C(C=C1)C1=CC(OC2=CC(=CC(=C12)C)O[C@@H](C(N1CCCCC1)=O)C)=O